NC1=C(C(=O)NC2=CC(=CC=C2)C#CC(C)(C)O)C=C(C=N1)Br 2-amino-5-bromo-N-(3-(3-hydroxy-3-methylbut-1-ynyl)phenyl)nicotinamide